(5-{[2-(difluoromethyl)phenyl]methoxy}-2-methyl-2H-indazol-3-yl)carboxamide FC(C1=C(C=CC=C1)COC1=CC2=C(N(N=C2C=C1)C)C(=O)N)F